Isopropanolate Monohydrate O.C(C)(C)[O-]